2-benzyl-3-methyl-phenol C(C1=CC=CC=C1)C1=C(C=CC=C1C)O